CO[C@@H](CN(CC[C@@H](C(=O)O)NC1=NC=NC2=C(C=CC=C12)C)CCCCC1=NC=2NCCCC2C=C1)C (S)-4-(((R)-2-methoxypropyl)(4-(5,6,7,8-tetrahydro-1,8-naphthyridin-2-yl)butyl)amino)-2-((8-methylquinazolin-4-yl)amino)butanoic acid